ClC=1C(=C(C(=O)NC=2C=NC=[N+](C2)[O-])C(=CC1Cl)OC1=CC=C(C=C1)OC(F)(F)F)F 5-(3,4-dichloro-2-fluoro-6-(4-(trifluoromethoxy)phenoxy)benzamido)pyrimidine 1-oxide